FC(C(=O)O)(F)F.C(#N)C1=CC(=C(C(=N1)C)N1C(CC1)C(=O)N)C1=C2C(=NC=C1)C=C(S2)CN2C(C1C(C1C2=O)(C)C)=O (6-cyano-4-(2-((6,6-dimethyl-2,4-dioxo-3-azabicyclo[3.1.0]hexan-3-yl)methyl)thieno[3,2-b]pyridin-7-yl)-2-methylpyridin-3-yl)azetidine-2-carboxamide 2,2,2-trifluoroacetate